C1(CC1)C1=CC(=NN1)N(C1=NC(=NC=C1)N(C1CCC(CC1)NC(=O)C1CCC2=CC=CC=C12)C)C N-((1R,4R)-4-((4-((5-cyclopropyl-1H-pyrazol-3-yl)(methyl)amino)pyrimidin-2-yl)(methyl)amino)cyclohexyl)-2,3-dihydro-1H-indene-1-carboxamide